p-tolyl (2-amino-4-((4-fluorobenzyl)amino)phenyl)carbamate NC1=C(C=CC(=C1)NCC1=CC=C(C=C1)F)NC(OC1=CC=C(C=C1)C)=O